3-(2-((3S,4S)-3,4-difluoro-pyrrolidin-1-yl)ethyl)-5-methyl-6-oxo-pyridazin F[C@H]1CN(C[C@@H]1F)CCC1=NNC(C(=C1)C)=O